C1C(CC(CC)O)O1 4-epoxyhexanol